methyl 3-bromo-4-[[2-[4-[6-[(4-cyano-2-fluoro-phenyl)methoxy]-2-pyridyl]-2,5-difluoro-phenyl]acetyl] amino]-5-[(4,4-dimethyltetrahydrofuran-3-yl)amino]benzoate BrC=1C=C(C(=O)OC)C=C(C1NC(CC1=C(C=C(C(=C1)F)C1=NC(=CC=C1)OCC1=C(C=C(C=C1)C#N)F)F)=O)NC1COCC1(C)C